(2S,4R)-1-{2-[4-(azetidin-1-yl)-2H-1,2,3-triazol-2-yl]acetyl}-N-[(S)-(5-cyclopropyl-6-fluoropyridin-2-yl)(phenyl)methyl]-4-fluoropyrrolidine-2-carboxamide N1(CCC1)C1=NN(N=C1)CC(=O)N1[C@@H](C[C@H](C1)F)C(=O)N[C@@H](C1=CC=CC=C1)C1=NC(=C(C=C1)C1CC1)F